CS=NS(=O)(=O)C1=CC=C(C=C1)CCNCC#C N-(methylsulfaneylidene)-4-(2-(prop-2-yn-1-ylamino)ethyl)benzenesulfonamide